N-{[5-chloro-6-(6-fluoro-2,4-diaza-2-indanyl)-2-indolyl]methyl}acetamide ClC=1C=C2C=C(NC2=CC1N1CC2=CC(=CN=C2C1)F)CNC(C)=O